NC1=CC2=C(B(OC2)O)C=C1 5-aminobenzo[c][1,2]oxaborole-1(3H)-ol